(S)-N2-[1-(4-fluorophenyl)ethyl]-6-(furan-3-yl)-N4-(pyrazin-2-yl)pyrimidine-2,4-diamine FC1=CC=C(C=C1)[C@H](C)NC1=NC(=CC(=N1)NC1=NC=CN=C1)C1=COC=C1